ClC=1C(=CC(=NC1)N[C@H]1[C@@H](COCC1)O)C1=NC(=NS1)C1CN(CCC1)C (3S,4R)-4-((5-chloro-4-(3-(1-methylpiperidin-3-yl)-1,2,4-thiadiazol-5-yl)pyridin-2-yl)amino)tetrahydro-2H-pyran-3-ol